BrC=1C=CC(=NC1F)NC(=O)C1CC1 N-(5-bromo-6-fluoropyridin-2-yl)cyclopropanecarboxamide